N1NC=C2N=CN=C3C(=C21)C=CC=N3 dihydropyrazolo[4,3-d]pyrido[3,2-f][1,3]diazepine